tert-butyl (2-(2-(2,2-difluoro-1-hydroxyethyl)-6-(4-fluorophenyl)pyridin-4-yl)propan-2-yl)carbamate FC(C(O)C1=NC(=CC(=C1)C(C)(C)NC(OC(C)(C)C)=O)C1=CC=C(C=C1)F)F